2-((6-methoxy-1-(2-(5-methoxy-1H-indol-3-yl)ethyl)-2-(morpholin-4-carbonyl)-1,2,3,4-tetrahydroisoquinolin-7-yl)oxy)acetamide COC=1C=C2CCN(C(C2=CC1OCC(=O)N)CCC1=CNC2=CC=C(C=C12)OC)C(=O)N1CCOCC1